Bis-benzoyl-phosphine oxide C(C1=CC=CC=C1)(=O)P(C(C1=CC=CC=C1)=O)=O